tert-Butyl (2R,5S)-4-(6-chloro-1-methyl-2-oxo-1,2-dihydropyrido[3,2-d]pyrimidin-4-yl)-5-methyl-2-propylpiperazine-1-carboxylate ClC=1C=CC=2N(C(N=C(C2N1)N1C[C@H](N(C[C@@H]1C)C(=O)OC(C)(C)C)CCC)=O)C